C(C)O[Si](CCC(=O)O)(OCC)OCC 3-(triethoxysilyl)propionic acid